4-chloro-3-(3,3,4,4-tetrafluoropyrrolidin-1-yl)-1H-indazole ClC1=C2C(=NNC2=CC=C1)N1CC(C(C1)(F)F)(F)F